C(C)OP(=O)(OCC)C1=CC=C(C=C1)CN1N=CC(=C1)B1OC(C(O1)(C)C)(C)C 1-[(4-diethoxyphosphorylphenyl)methyl]-4-(4,4,5,5-tetramethyl-1,3,2-dioxaborolan-2-yl)pyrazole